N-((1S,3R)-3-((2'-(benzyloxy)-2,6-difluoro-[1,1'-biphenyl]-3-yl)methyl)-3-(4-(chloromethyl)oxazol-2-yl)cyclopentyl)methanesulfonamide C(C1=CC=CC=C1)OC1=C(C=CC=C1)C1=C(C(=CC=C1F)C[C@]1(C[C@H](CC1)NS(=O)(=O)C)C=1OC=C(N1)CCl)F